3-methyl-6-(prop-1-en-2-yl)cyclohex-2-en CC1=CCC(CC1)C(=C)C